thiodiamide trifluoroacetate FC(C(=O)[O-])(F)F.S([NH-])[NH-]